3-fluoro-4-((7-methoxy-6-nitroquinolin-4-yl)oxy)aniline FC=1C=C(N)C=CC1OC1=CC=NC2=CC(=C(C=C12)[N+](=O)[O-])OC